6-butyl-3-{4-[(2,5-difluorophenyl)methyl]piperazine-1-carbonyl}-5-(2,6-dimethoxyphenyl)pyridine-2,4-diol C(CCC)C1=C(C(=C(C(=N1)O)C(=O)N1CCN(CC1)CC1=C(C=CC(=C1)F)F)O)C1=C(C=CC=C1OC)OC